1-[3,5-difluoro-4-(7-methyl-3-{[(2S)-morpholin-2-yl]methyl}imidazo[1,2-a]pyridin-2-yl)phenyl]pyrrolidin-2-one hydrochloride Cl.FC=1C=C(C=C(C1C=1N=C2N(C=CC(=C2)C)C1C[C@H]1CNCCO1)F)N1C(CCC1)=O